(4,5-Dimethylthiazol-2-yl)-2,5-Diphenyltetrazolium bromid [Br-].CC=1N=C(SC1C)[N+]=1N(N=NC1C1=CC=CC=C1)C1=CC=CC=C1